C(C)(C)(C)OC(=O)N1CC(CC(C1)(C)C)C=O.COC=1C=C(C=CC1)C1=CC(=CO1)C(=O)NC1=NC(=NS1)CN(CC)CC 5-(3-methoxyphenyl)-N-(3-((diethylamino)methyl)-1,2,4-thiadiazol-5-yl)furan-3-carboxamide tert-butyl-3-formyl-5,5-dimethylpiperidine-1-carboxylate